(1R,3S,5S)-N-(2-fluoro-5-(pyridazin-3-yl)-4-(trifluoromethyl)phenyl)-3-methyl-1-(5-methyl-1,3,4-oxadiazol-2-yl)-6-azabicyclo[3.1.1]heptane-6-carboxamide FC1=C(C=C(C(=C1)C(F)(F)F)C=1N=NC=CC1)NC(=O)N1[C@H]2C[C@@H](C[C@@]1(C2)C=2OC(=NN2)C)C